C([C@@H](C(=O)O)N)SP(=O)(O)O The molecule is a phosphoamino acid consisting of L-cysteine carrying an S-phospho substituent. It is a phosphoamino acid, an organic thiophosphate and a S-substituted L-cysteine.